[Br-].C[N+](CC(=COCCCCCCCC\C=C/CCCCCCCC)OCCCCCCCC\C=C/CCCCCCCC)(CCCO)C dimethyl-3-hydroxypropyl-2,3-dioleyloxyallylammonium bromide